C4-bromo-2-((2-(((tert-butoxycarbonyl)(2-(6-methoxy-3-nitropyridin-2-yl)ethyl)-amino)methyl)-4-fluorophenyl)amino)-5-fluorobenzoic acid BrC1=CC(=C(C(=O)O)C=C1F)NC1=C(C=C(C=C1)F)CN(CCC1=NC(=CC=C1[N+](=O)[O-])OC)C(=O)OC(C)(C)C